3-(pyridin-2-ylsulfanyl)propionic acid N1=C(C=CC=C1)SCCC(=O)O